6-(2-hydroxy-2-methylpropyl)-2-(methylthio)-6,7-dihydro-5H-pyrrolo[3,4-d]pyrimidin-5-one OC(CN1CC=2N=C(N=CC2C1=O)SC)(C)C